C(#N)C=1N(C2=C(C=C(C=C2C1)C)S(=O)(=O)N(CC1=NC2=C(C(N(C=C2)C)=O)N1)C)S(=O)(=O)C1=CC=C(C)C=C1 2-cyano-N,5-dimethyl-N-((5-methyl-4-oxo-4,5-dihydro-3H-imidazo[4,5-c]pyridin-2-yl)methyl)-1-tosyl-1H-indole-7-sulfonamide